3,6-dichloro-N-(1-methyl-4,5,6,7-tetrahydro-1H-indazol-4-yl)pyridazine ClC=1NN(C(=CC1)Cl)C1C=2C=NN(C2CCC1)C